C[C@]1(C(NC(CC1)=O)=O)C1=NN(C2=C(C=CC=C12)[N+](=O)[O-])C (R)-3-methyl-3-(1-methyl-7-nitro-1H-indazol-3-yl)piperidine-2,6-dione